N-(4-bromophenyl)thiourea C1=CC(=CC=C1NC(=S)N)Br